COC(=O)C=1C=C2NC(C(=NC2=C(C1)C1=CC(=CC=C1)OC)C)=O 8-(3-methoxyphenyl)-2-methyl-3-oxo-3,4-dihydroquinoxaline-6-carboxylic acid methyl ester